1-(1-(4'-(2-Methoxyethoxy)-[1,1'-biphenyl]-4-yl)cyclopropyl)-3-(4-methyl-1-azabicyclo[3.2.2]nonan-4-yl)urea COCCOC1=CC=C(C=C1)C1=CC=C(C=C1)C1(CC1)NC(=O)NC1(CCN2CCC1CC2)C